COC=1C=C(C=CC1)N1N=CC=CC1=O (3-methoxyphenyl)pyridazin-3(2H)-one